6-chloro-4-[7-(cyclopropyloxy)-6-[(1,1-dimethylethyl)sulfonyl]imidazo[1,2-a]pyridin-3-yl]-2-pyridinamine ClC1=CC(=CC(=N1)N)C1=CN=C2N1C=C(C(=C2)OC2CC2)S(=O)(=O)C(C)(C)C